C(C)(C)(C)OC(NC1(CC(C1)O)C)=O.C(C=C)(=O)OCCCCCCCCCC[Si](OC)(OC)C acryloyloxydecyl-methyldimethoxysilane tert-butyl-N-(3-hydroxy-1-methyl-cyclobutyl)carbamate